C(C(C)(C)C)(=O)OCC(CCC)(CCC)CCC tripropylethyl pivalate